2-(3,5-dichloro-4-((5-isopropyl-6-oxo-1,6-dihydropyridazin-3-yl)oxy)-2-methylphenyl)-3,5-dioxo-2,3,4,5-tetrahydro-1,2,4-triazine-6-carbonitrile ClC=1C(=C(C=C(C1OC1=NNC(C(=C1)C(C)C)=O)Cl)N1N=C(C(NC1=O)=O)C#N)C